4-[2-(3-chlorophenyl)-2,8-diazaspiro[4.5]decan-8-yl]-7-[(2-methoxyethyl)(methyl)amino]-1-methyl-2-oxo-1,2-dihydroquinoline-3-carbonitrile ClC=1C=C(C=CC1)N1CC2(CC1)CCN(CC2)C2=C(C(N(C1=CC(=CC=C21)N(C)CCOC)C)=O)C#N